1-(tert-butyl) 2-methyl (2S,3S)-3-((tert-butyldiphenylsilyl)oxy)pyrrolidine-1,2-dicarboxylate [Si](C1=CC=CC=C1)(C1=CC=CC=C1)(C(C)(C)C)O[C@@H]1[C@H](N(CC1)C(=O)OC(C)(C)C)C(=O)OC